5-chloro-3-(2-oxo-2-(4-(m-tolyl)piperazin-1-yl)ethyl)-1H-indole-2-carboxylic acid ClC=1C=C2C(=C(NC2=CC1)C(=O)O)CC(N1CCN(CC1)C=1C=C(C=CC1)C)=O